isopropyl (S)-6-diazo-2-((S)-2-(methoxy-d3)-4-(methylthio) butanamido)-5-oxohexanoate [N+](=[N-])=CC(CC[C@@H](C(=O)OC(C)C)NC([C@H](CCSC)OC([2H])([2H])[2H])=O)=O